6-((1RS,5RS)-6-Azabicyclo[3.2.0]heptan-6-yl)-N-(2-((R)-4-cyanothiazolidin-3-yl)-2-oxoethyl)quinoline-4-carboxamide [C@@H]12CCC[C@H]2N(C1)C=1C=C2C(=CC=NC2=CC1)C(=O)NCC(=O)N1CSC[C@H]1C#N |&1:0,4|